methyl N-[4-carbamoyl-1-[4-(cyanomethyl)-3-fluoro-1-[[4-(4-methyltriazol-2-yl)phenyl]methyl]-4-piperidyl]pyrazol-3-yl]carbamate C(N)(=O)C=1C(=NN(C1)C1(C(CN(CC1)CC1=CC=C(C=C1)N1N=CC(=N1)C)F)CC#N)NC(OC)=O